rac-(R*)-2-(4-chlorophenyl)-3-amino-1-propanesulfonic acid ClC1=CC=C(C=C1)[C@@H](CS(=O)(=O)O)CN |r|